CN1N=CC(=C1C)C1=CC(=NC2=C(N=CC=C12)C1=CC=NN1)N1[C@@H](COCC1)C 4-(1,5-dimethyl-1H-pyrazol-4-yl)-2-[(3R)-3-methylmorpholin-4-yl]-8-(1H-pyrazol-5-yl)-1,7-naphthyridine